C=1N=CN2C1C=CC(=C2)C(=O)N imidazo[1,5-a]pyridine-6-carboxamide